[C-]#N.[Na+].FC(C(F)F)(OC1=CC=C(C=C1)CC#N)F 2-(4-(1,1,2,2-tetrafluoroethoxy)phenyl)acetonitrile Sodium cyanide